CC1=CC=2N(C=C1B(O)O)C=CN2 7-METHYLIMIDAZO[1,2-A]PYRIDIN-6-BORONIC ACID